4-(2-amino-2-oxoethyl)phenyl-N-(6-(3-(2-ethoxyphenoxy)piperidin-1-yl)pyrazin-2-yl)acetamide NC(CC1=CC=C(C=C1)CC(=O)NC1=NC(=CN=C1)N1CC(CCC1)OC1=C(C=CC=C1)OCC)=O